NC1=C(C=C(C=N1)C=1C=NC=C(C1)F)C(=O)N[C@@H]1[C@H](CCC1)OCC1=CC=C(C=C1)B1OC(C(O1)(C)C)(C)C 6-amino-5'-fluoro-N-[(1S,2S)-2-{[4-(4,4,5,5-tetramethyl-1,3,2-dioxaborolan-2-yl)phenyl]methoxy}cyclopentyl][3,3'-bipyridine]-5-carboxamide